NC1(C(=O)O1)C1=CC=C(C=C1)F 2-amino-2-(4-fluorophenyl)ethanolid